[C].[Al].[V].[Ti].[Ti] dititanium vanadium aluminum carbon